1-(2,2-diphenylvinyl)-1H-pyrrolo[3,2-c]pyridine C1(=CC=CC=C1)C(=CN1C=CC=2C=NC=CC21)C2=CC=CC=C2